NP(N)N triaminophosphorus